chromium-selenium [Se].[Cr]